5-(2-chloro-5-hydroxyphenyl)-6-(2,6-difluorophenyl)-1-ethylpyridin-2(1H)-one ClC1=C(C=C(C=C1)O)C=1C=CC(N(C1C1=C(C=CC=C1F)F)CC)=O